(S)-7-chloro-2-(trifluoromethyl)-2,3-dihydropyrido[2,3-f][1,4]oxazepine-4(5H)-carboxylic acid tert-butyl ester C(C)(C)(C)OC(=O)N1C[C@H](OC2=C(C1)N=C(C=C2)Cl)C(F)(F)F